{4-[1-{[4-(2-chloro-4-methoxy-5-methylphenyl)-5-methyl-1,3-thiazol-2-yl](prop-2-yn-1-yl)amino}-2-cyclopropylethyl]-2-fluorophenyl}methanol ClC1=C(C=C(C(=C1)OC)C)C=1N=C(SC1C)N(C(CC1CC1)C1=CC(=C(C=C1)CO)F)CC#C